(Z)-13-(heptadec-8-en-1-yl)-3-(2-hydroxyethyl)-11,11-dimethyl-22-(2-octylcyclopropyl)-10,12,14-trioxa-3-aza-11-siladocosan-1-ol C(CCCCCC\C=C/CCCCCCCC)C(O[Si](OCCCCCCN(CCO)CCO)(C)C)OCCCCCCCCC1C(C1)CCCCCCCC